(E)-7-((2R,3R,4S,5S)-5-((1R)-1-(3,4-dichlorocyclohexa-2,4-dien-1-yl)-1-hydroxyethyl)-3,4-dihydroxytetrahydrofuran-2-yl)-1,7-dihydro-4H-pyrrolo[2,3-d]pyrimidin-4-one oxime ClC1=CC(CC=C1Cl)[C@@](C)(O)[C@@H]1[C@H]([C@H]([C@@H](O1)N1C=CC\2=C1NC=N/C2=N/O)O)O